N1C=NC2=C1C=CC(=C2)\C=C\2/N=C(NC2=O)N[C@@H](CO)C2=CC=CC=C2 (4Z)-4-(1H-Benzimidazol-5-ylmethylene)-2-[[(1R)-2-hydroxy-1-phenyl-ethyl]amino]-1H-imidazol-5-one